N-((1S,3R)-1-(4-bromo-2,6-difluorophenyl)-2-(2,2-difluoro-3-hydroxypropyl)-5-fluoro-3-Methyl-1,2,3,4-tetrahydroisoquinolin-6-yl)ethanesulfonamide BrC1=CC(=C(C(=C1)F)[C@H]1N([C@@H](CC2=C(C(=CC=C12)NS(=O)(=O)CC)F)C)CC(CO)(F)F)F